CN([C@@H]1C[C@H](C1)NC(C1=CC(=CC(=C1)C(F)(F)F)NC(CC1=C(C=C(C=C1)C=1C=NC(=CC1OCC)OCC1=CC=C(C=C1)OC)F)=O)=O)C N-(trans-3-(dimethylamino)cyclobutyl)-3-(2-(4-(4-ethoxy-6-((4-methoxybenzyl)oxy)pyridin-3-yl)-2-fluorophenyl)acetamido)-5-(trifluoromethyl)benzamide